3-acetamido-N-(4-(1-(cyclopropylmethyl)-4-fluoro-1H-benzo[d]imidazol-6-yl)-5-methylpyridin-2-yl)cyclohexane-1-carboxamide C(C)(=O)NC1CC(CCC1)C(=O)NC1=NC=C(C(=C1)C=1C=C(C2=C(N(C=N2)CC2CC2)C1)F)C